ClC=1C=CC(=NC1)C1=NC(=NS1)C1=NN(C(C=C1)=O)CC(=O)NCC 2-(3-(5-(5-chloropyridin-2-yl)-1,2,4-thiadiazol-3-yl)-6-oxo-pyridazin-1(6H)-yl)-N-ethyl-acetamide